2-amino-6-iodoquinazolin-4(3H)-one NC1=NC2=CC=C(C=C2C(N1)=O)I